(R)-{5-[1-Cyclopentyl-5-(tetrahydro-pyran-4-yl)-1H-[1,2,4]triazol-3-yl]-pyridin-3-yl}-(1,3-dimethyl-azetidin-3-yl)-(4-isopropyl-phenyl)-methanol C1(CCCC1)N1N=C(N=C1C1CCOCC1)C=1C=C(C=NC1)[C@@](O)(C1=CC=C(C=C1)C(C)C)C1(CN(C1)C)C